C1N(CC2=CC=CC=C12)C(=O)C=1C=C2CN(C(C2=CC1)=O)C1C(NC(CC1)=O)=O 3-(5-(isoindoline-2-carbonyl)-1-oxoisoindolin-2-yl)piperidine-2,6-dione